NC1=C(C(=O)O)C(=CC(=N1)OC)OC 2-amino-4,6-dimethoxy-nicotinic acid